COC=1C=C(C=CC1OC)CCNCC1=CC=CC2=CC=CC=C12 N-[2-(3,4-Dimethoxyphenyl)-ethyl]-N-[1-naphthylmethyl]amine